C(C)(C)(C)C(CCO)CCCO 3-tert-butylhexane-1,6-diol